BrCC1=C(C(=NN1CCO[Si](C)(C)C(C)(C)C)OCC)I 5-(bromomethyl)-1-(2-((tert-butyldimethylsilyl)oxy)ethyl)-3-ethoxy-4-iodo-1H-pyrazole